ClC1=C(C=CC=C1)C(CNC(C)(C)C)O 1-(2-chlorophenyl)-2-t-butylaminoethanol